O1CC(CCC1)N tetrahydro-2H-pyran-3-amine